((5-ethyl-1,3,4-thiadiazol-2-yl)methyl)-2-(pyrrolidin-3-yl)benzamide 2-cyanoethyl-((2-(6-(2-ethyl-5-fluoro-4-hydroxyphenyl)-1H-indazol-3-yl)-1H-imidazole-4-yl)methyl)carbamate C(#N)CCN(C(O)=O)CC=1N=C(NC1)C1=NNC2=CC(=CC=C12)C1=C(C=C(C(=C1)F)O)CC.C(C)C1=NN=C(S1)CC=1C(=C(C(=O)N)C=CC1)C1CNCC1